C(C1=CC=CC=C1)C1(CC(=NO1)C1=CC(=CC=C1)C1=NC=CC2=CC=CC=C12)C(=O)N[C@@H](CC(C)C)B1O[C@@]2([C@H](O1)C[C@H]1C([C@@H]2C1)(C)C)C 5-benzyl-3-(3-(isoquinolin-1-yl)phenyl)-N-((R)-3-methyl-1-((3aS,4S,6S,7aR)-3a,5,5-trimethylhexahydro-4,6-methanobenzo[d][1,3,2]dioxaborol-2-yl)butyl)-4,5-dihydroisoxazole-5-carboxamide